O=S1(CCC(CC1)C(=O)O)=O 1,1-dioxo-1λ6-thiane-4-carboxylic acid